C(=C)S(=O)(=O)N1[C@H](CC1)COC=1C=NC=CC1C1=C(C2=NC=CC=C2N1)C1=CC(=CC=C1)C(F)(F)F |o1:6| 2-(3-{[(2R*)-1-(ethenesulfonyl)azetidin-2-yl]methoxy}pyridin-4-yl)-3-[3-(trifluoromethyl)phenyl]-1H-pyrrolo[3,2-b]pyridine